FC1=CC=C(COC2=CC=C(C=C2)C=2N=C(C3=C(N2)NC=C3)C=3CCNCC3)C=C1 (4-((4-fluorobenzyl)oxy)phenyl)-4-(1,2,3,6-tetrahydropyridin-4-yl)-7H-pyrrolo[2,3-d]pyrimidine